N-((6S,7S)-5-((S)-2-cyanopropanoyl)-6-((2-fluoro-[1,1'-biphenyl]-3-yl)methyl)-5-azaspiro[2.4]heptan-7-yl)-1-fluoromethanesulfonamide C(#N)[C@@H](C(=O)N1CC2(CC2)[C@@H]([C@@H]1CC=1C(=C(C=CC1)C1=CC=CC=C1)F)NS(=O)(=O)CF)C